N-(2-(2-(methylamino)-2-oxoethoxy)ethyl)benzamide CNC(COCCNC(C1=CC=CC=C1)=O)=O